sodium thiodiformate S(C(=O)[O-])C(=O)[O-].[Na+].[Na+]